C1(CC1)CS(=O)(=O)NC=1C=CC=C2C(=CNC12)C1=NC(=NC=C1C(F)(F)F)N[C@@H]1CN(CCC1)C(=O)[O-] (S)-3-((4-(7-((cyclopropylmethyl)sulfonamido)-1H-indol-3-yl)-5-(trifluoromethyl)pyrimidine-2-yl)amino)piperidine-1-carboxylate